trans-4-Amino-1-[6-(3-cyano-5,6-difluoro-2-hydroxyphenyl)-3-(3-fluoro-5-methylphenyl)chinolin-4-yl]piperidin-3-carbonitril N[C@H]1[C@@H](CN(CC1)C1=C(C=NC2=CC=C(C=C12)C1=C(C(=CC(=C1F)F)C#N)O)C1=CC(=CC(=C1)C)F)C#N